C(CCCCCCCCC\C=C/CCCCCC)(=O)[O-].[Ce+3].C(CCCCCCCCC\C=C/CCCCCC)(=O)[O-].C(CCCCCCCCC\C=C/CCCCCC)(=O)[O-] cerium cis-vaccenate